C1(CCCC1)NC(=O)C1=CC2=C(N=C(S2)N2CC3C(CC2)N(CC3)C)C=C1 N-cyclopentyl-2-(1-methyloctahydro-5H-pyrrolo[3,2-c]pyridin-5-yl)benzo[d]thiazole-6-carboxamide